tungsten-cobalt oxide [Co]=O.[W]